Ethyl 1-(7-chloro-[1,2,4]triazolo[4,3-a]pyridin-3-yl)-1H-pyrazole-3-carboxylate ClC1=CC=2N(C=C1)C(=NN2)N2N=C(C=C2)C(=O)OCC